1-methoxymethylpseudouridine-5'-triphosphate P(O)(=O)(OP(=O)(O)OP(=O)(O)O)OC[C@@H]1[C@H]([C@H]([C@@H](O1)C1=CN(C(=O)NC1=O)COC)O)O